O=C1N(N=C2N1[C@@H](CCC2)C(=O)O)CC2=NC=CC(=C2)C(F)(F)F (5S)-3-Oxo-2-{[4-(trifluoromethyl)pyridin-2-yl]methyl}-2,3,5,6,7,8-hexahydro[1,2,4]triazolo[4,3-a]pyridine-5-carboxylic acid